azolothiazole dioxide S1(CN=C2C1=CC=N2)(=O)=O